5-((2-(2,6-dioxopiperidine-3-yl)-1,3-dioxoisoindoline-4-yl)amino)pentanoic acid O=C1NC(CCC1N1C(C2=CC=CC(=C2C1=O)NCCCCC(=O)O)=O)=O